CC1(CCS(CC1)(=O)=O)C1=CC=C(C=C1)[N+](=O)[O-] 4-methyl-4-(4-nitrophenyl)tetrahydro-2H-thiopyran 1,1-dioxide